C(=O)(O)[C@H]1[C@@H](C1)C(=O)C1C(C2=CC=C(C=C2C1=O)S(=O)(=O)C=1C=C2C(C(C(C2=CC1)=O)C(=O)[C@H]1[C@@H](C1)C(=O)O)=O)=O (1R,2R)-2-[5-({2-[(1R,2R)-2-carboxycyclopropanecarbonyl]-1,3-dioxo-2,3-dihydro-1H-inden-5-yl}sulfonyl)-1,3-dioxo-2,3-dihydro-1H-indene-2-carbonyl]cyclopropane-1-carboxylic acid